5-(2-(4-fluoro-2,6-dimethylphenoxy)-5-(2-hydroxy-prop-2-yl)phenyl)-3-iodo-4-methoxy-1-methylpyridin FC1=CC(=C(OC2=C(C=C(C=C2)C(C)(C)O)C=2C(=C(CN(C2)C)I)OC)C(=C1)C)C